C(C)OP(=O)(OCC)C(C(=O)[O-])COC 2-(diethoxyphosphoryl)-3-methoxypropionate